O=C1NC(CCC1N1C(C2=CC=C(C=C2C1)NC(=O)C1=NC=C2C(=N1)N(N=C2)C(C)C)=O)=O N-(2-(2,6-dioxopiperidin-3-yl)-1-oxoisoindolin-5-yl)-1-isopropyl-1H-pyrazolo[3,4-d]pyrimidine-6-carboxamide